C(C)(C)(C)N(C(O)=O)[C@H](C)C1=C(C=C(C=C1)C1=CC(=NC=C1F)NC(=O)C1CC1)C.C1(=CC=CC=C1)C(C(OC)(OC)C1=CC=CC=C1)=O 1,2-diphenyl-2,2-dimethoxyethanone tert-butyl-(R)-(1-(4-(2-(cyclopropanecarboxamido)-5-fluoropyridin-4-yl)-2-methylphenyl)ethyl)carbamate